FC(CN1C=C(C=2C=NC(=CC21)C2=NNC=C2C2CC21N(CCCC1)C(=O)N)N1CCN(CC1)C)(C)C 3-[1-(2-fluoro-2-methylpropyl)-3-(4-methylpiperazin-1-yl)pyrrolo[3,2-c]pyridin-6-yl]-1H-pyrazol-4-yl-4-azaspiro[2.5]octane-4-carboxamide